C(=O)(O)[C@H](CC(=O)N1CC2=C(C(=CC(=C2C1C)Cl)OC)Cl)C 2-((S)-3-carboxybutanoyl)-4,7-dichloro-6-methoxy-3-methylisoindolin